(4-(6-fluoro-2,2-dioxido-3,4-dihydrobenzo[e][1,2,3]oxathiazin-8-yl)phenyl)(pyrrolin-1-yl)methanone FC=1C=C(C2=C(CNS(O2)(=O)=O)C1)C1=CC=C(C=C1)C(=O)N1C=CCC1